FC1=CC=C(C=C1)C1CCC2=NN(C(N21)=O)[C@@H]2C[C@H](C2)OC2=NC=NN1C2=CC=C1 5-(4-fluorophenyl)-2-{trans-3-[(pyrrolo[2,1-f][1,2,4]triazin-4-yl)oxy]cyclobutyl}-2,5,6,7-tetrahydro-3H-pyrrolo[2,1-c][1,2,4]triazol-3-one